tert-Butyl (3S,5R)-3-[(6-bromo-8-isopropyl-7-oxo-pteridin-2-yl)amino]-5-(fluoromethyl)piperidine-1-carboxylate BrC1=NC=2C=NC(=NC2N(C1=O)C(C)C)N[C@@H]1CN(C[C@@H](C1)CF)C(=O)OC(C)(C)C